12-oxo-6,6a,7,8,9,10-hexahydro-5H-pyrido[1,2-b][2]Benzazepine-9-carboxamide O=C1C=2N(CC3C(=C1)CC(CC3)C(=O)N)CC=CC2